ethyl 2-[4-amino-2-(4-fluoroanilino) thiazol-5-yl]-2-oxo-acetate NC=1N=C(SC1C(C(=O)OCC)=O)NC1=CC=C(C=C1)F